CN(CCCC1=CC2=C(C3=CC=CC=C3C=C2C=C1)CCCN(C)C)C 2,9-bis(3-(dimethylamino)propyl)anthracene